tertiaryamyl hydrogen peroxide C(C)(C)(CC)OO